NC1=NC2=CC(=CC=C2C=C1)CN(C(=O)C=1C=NC=CC1)[C@H]1C=2N=CC=NC2CCC1 |r| rac-N-[(2-aminoquinolin-7-yl)methyl]-N-(5,6,7,8-tetrahydroquinoxalin-5-yl)pyridine-3-carboxamide